Ethyl {1-[4-(4-cyclobutoxy-pyrimidin-2-yl)-2,6-difluoro-phenyl]-pyrrolidin-3-yl}-acetate C1(CCC1)OC1=NC(=NC=C1)C1=CC(=C(C(=C1)F)N1CC(CC1)CC(=O)OCC)F